8-bromoquinoline BrC=1C=CC=C2C=CC=NC12